4-(difluoromethyl)-4H-1,2,4-triazol FC(N1C=NN=C1)F